ONC(\C=C\C1=C(C=CC=C1)N1CCN(CC1)C(C(CC1=CC=CC=C1)C)=O)=O (E)-N-hydroxy-3-(2-(4-(2-methyl-3-phenylpropanoyl)piperazin-1-yl)phenyl)acrylamide